BrC1=C(C=C(C(=O)N2CC=3N=C(NC(C3C[C@H]2C)=O)N[C@@H](C)C=C)C=C1)C(F)(F)F (R)-7-(4-bromo-3-(trifluoromethyl)benzoyl)-2-(((S)-but-3-en-2-yl)amino)-6-methyl-4-oxo-5,6,7,8-tetrahydropyrido[3,4-d]pyrimidin